[2-3H]Mannose O=C[C@@](O)([C@@H](O)[C@H](O)[C@H](O)CO)[3H]